[4-(4-Methoxy-7-phenyl-thiazolo[4,5-c]pyridin-2-ylcarbamoyl)-benzyl]-methyl-carbamic acid methyl ester COC(N(C)CC1=CC=C(C=C1)C(NC=1SC2=C(C(=NC=C2C2=CC=CC=C2)OC)N1)=O)=O